2'-Chloro-N-(5-(1-(difluoro-methyl)-1H-pyrazole-3-carbonyl)-5,6-dihydro-4H-pyrrolo[3,4-d]thiazol-2-yl)-5'-methoxy-6-methyl-[4,4'-bipyridine]-3-carboxamide ClC1=NC=C(C(=C1)C1=C(C=NC(=C1)C)C(=O)NC=1SC2=C(N1)CN(C2)C(=O)C2=NN(C=C2)C(F)F)OC